6-((S)-4-propenoyl-2-methylpiperazin-1-yl)-N-(2-fluoro-6-hydroxyphenyl)-2-(((S)-1-methylpyrrolidin-2-yl)methoxy)pyrimidine-4-carboxamide C(C=C)(=O)N1C[C@@H](N(CC1)C1=CC(=NC(=N1)OC[C@H]1N(CCC1)C)C(=O)NC1=C(C=CC=C1O)F)C